BrC1=C2C=C(N(C2=CC=C1)C(=O)OC(C)(C)C)C1CCN(CC1)C(=O)OC(C)(C)C tert-butyl 4-bromo-2-(1-(tert-butoxycarbonyl) piperidin-4-yl)-1H-indole-1-carboxylate